2-[(S)-1-(4-fluorophenyl)ethyl]-N4-(pyrazin-2-yl)-N6-[(tetrahydrofuran-2-yl)methyl]pyrimidine-2,4,6-triamine FC1=CC=C(C=C1)[C@H](C)C1(NC(=CC(=N1)NC1=NC=CN=C1)NCC1OCCC1)N